[C@H]12NC[C@H](C1NC(=O)NC1=CC=C(C=C1)OC(F)(F)F)C2 1-((1R,4R)-2-azabicyclo[2.1.1]hexan-5-yl)-3-(4-(trifluoromethoxy)phenyl)urea